ClCC(=O)N1CCC2(N(C(CS2)=O)CC=2OC(=CC2)C2=CC=CC=3OC4=C(C32)C=CC=C4)CC1 8-(2-Chloroacetyl)-4-((5-(dibenzo[b,d]furan-1-yl)furan-2-yl)methyl)-1-thia-4,8-diazaspiro[4.5]decan-3-one